Tert-butyl N-[1-(5-bromopyrimidin-2-yl)ethyl]carbamate BrC=1C=NC(=NC1)C(C)NC(OC(C)(C)C)=O